(E)-4-[4-(3-chloro-10,11-dihydro-5H-dibenzo[b,f]azepin-5-yl)butylamino]but-2-enoic acid ClC=1C=CC2=C(N(C3=C(CC2)C=CC=C3)CCCCNC/C=C/C(=O)O)C1